1-(1,6-dimethyl-2,3,7,9-tetrahydro-[1,4]oxazino[3,2-e]isoindol-8(1H)-yl)-2-(1-(2-(trifluoromethyl)pyridin-4-yl)azetidin-3-yl)ethan-1-one CN1CCOC=2C1=C1CN(CC1=C(C2)C)C(CC2CN(C2)C2=CC(=NC=C2)C(F)(F)F)=O